COC1=NC=CC(=C1)CC(=O)OC methyl (2-methoxypyridin-4-yl)acetate